ClC=1C(=CC(=NC1)C(F)(F)F)C1CCC(CC1)C(F)(F)F 5-chloro-2-(trifluoromethyl)-4-[4-(trifluoromethyl)cyclohexyl]pyridine